4-iodobenzene-1-carbonitrile IC1=CC=C(C=C1)C#N